ClC=1C=CC2=C(C(CC(O2)C(=O)NC23CCC(C2)(C3)NC(=O)C3=NC=C(C=C3)OC(F)(F)F)=O)C1 N-{4-[(6-chloro-4-oxo-3,4-dihydro-2H-1-benzopyran-2-carbonyl)amino]bicyclo[2.1.1]hexan-1-yl}-5-(trifluoromethoxy)pyridine-2-carboxamide